tert-butyl 1-(3-(4-methoxyphenyl)-1H-1,2,4-triazol-5-yl)piperidine-4-carboxylate COC1=CC=C(C=C1)C1=NNC(=N1)N1CCC(CC1)C(=O)OC(C)(C)C